N-methyloctadecan-1-amine CNCCCCCCCCCCCCCCCCCC